FC=1C(=C2CC[C@@H](NC2=CC1)C)[N+](=O)[O-] (2S)-6-fluoro-2-methyl-5-nitro-1,2,3,4-tetrahydroquinoline